[(2,3-dimethoxyphenyl)methyl]({2-[3-methoxy-4-(2-methylpropoxy)phenyl]ethyl})amine COC1=C(C=CC=C1OC)CNCCC1=CC(=C(C=C1)OCC(C)C)OC